COC(=O)C(C[N+](C)(C)C1CC1)=C N-(2-(methoxycarbonyl)allyl)-N,N-dimethylcyclopropylammonium